1-(2-methoxyethyl)-1H-benzo[d]imidazol COCCN1C=NC2=C1C=CC=C2